(1R,5S,6s)-3-Isopropyl-3-azabicyclo[3.1.0]hexan-6-yl (8-amino-7-fluoro-6-(8-methyl-2,3-dihydro-1H-pyrido[2,3-b][1,4]oxazin-7-yl)isoquinolin-3-yl)carbamate NC=1C(=C(C=C2C=C(N=CC12)NC(OC1[C@@H]2CN(C[C@H]12)C(C)C)=O)C1=C(C2=C(OCCN2)N=C1)C)F